CC1=C(C(=O)N[C@H](C)C2=CC(=NC3=CC=CC=C23)C=2C=NN(C2)C)C=CC(=C1)CC(=O)NC (R)-2-methyl-N-(1-(2-(1-methyl-1H-pyrazol-4-yl)quinolin-4-yl)ethyl)-4-(2-(methylamino)-2-oxoethyl)benzamide